4-[2-(1-methylpiperidin-1-ium-4-yl)ethyl]-3-[(oxetan-3-yloxy)carbonyl]piperazine-1,4-diium trifluoroacetate FC(C(=O)[O-])(F)F.C[NH+]1CCC(CC1)CC[NH+]1C(C[NH2+]CC1)C(=O)OC1COC1.FC(C(=O)[O-])(F)F.FC(C(=O)[O-])(F)F